(R)-2,2,2-trifluoro-1-(4-methoxyphenyl)ethan-1-amine hydrochloride Cl.FC([C@H](N)C1=CC=C(C=C1)OC)(F)F